(1r,3r)-3-(3,5-dimethylphenoxy)cyclobutane-1-amine hydrochloride Cl.CC=1C=C(OC2CC(C2)N)C=C(C1)C